2,3-diethyl-1,4-butanediol C(C)C(CO)C(CO)CC